(1s,2s)-2-fluoro-N-(6-(4-methyl-1H-pyrazol-3-yl)imidazo[1,2-a]pyridin-2-yl)cyclopropane-1-carboxamide F[C@@H]1[C@@H](C1)C(=O)NC=1N=C2N(C=C(C=C2)C2=NNC=C2C)C1